9-((4-ethylpiperazin-1-yl)methyl)-2-methylpyrido[2,3-b]phenazine-5,12-dione C(C)N1CCN(CC1)CC1=CC=C2N=C3C(C4=C(C(C3=NC2=C1)=O)N=C(C=C4)C)=O